6-(2-chloroethoxy)-1H-quinolin-2-one ClCCOC=1C=C2C=CC(NC2=CC1)=O